ClC=1C(=NC2=CC(=CC=C2N1)OC=1C=CC2=C(NC(=N2)C)C1F)C=1C=NN(C1)C1CCC(CC1)(F)F chloro-2-(1-(4,4-difluorocyclohexyl)-1H-pyrazol-4-yl)-7-((7-fluoro-2-methyl-1H-benzo[d]imidazol-6-yl)oxy)quinoxaline